6,8-bis-benzylsulfanyl-octanoic acid C(C1=CC=CC=C1)SC(CCCCC(=O)O)CCSCC1=CC=CC=C1